(2-Aminobenzo[d]thiazol-6-yl)-3-phenylurea NC=1SC2=C(N1)C=CC(=C2)NC(=O)NC2=CC=CC=C2